NC=1C(=NC=C(N1)N1CCC2(CC1)C(CC1=CC=CC=C12)N)SC1=C2C(CN(C2=CC=C1)C(C)=O)(F)F 1-(4-((3-amino-5-(2-amino-2,3-dihydrospiro[indene-1,4'-piperidin]-1'-yl)pyrazin-2-yl)thio)-3,3-difluoroindolin-1-yl)ethan-1-one